COC(=O)C=1C=CC(=C2C=NN(C12)[C@H](C)C1=CC=C(C=C1)N1CC2CC2C1)C#CC 1-((1R)-1-(4-(3-azabicyclo[3.1.0]hexane-3-yl)phenyl)ethyl)-4-(Propan-1-yn-1-yl)-1H-indazole-7-carboxylic acid methyl ester